2,8-dimethyl-6-(1,2,3,6-tetrahydropyridin-4-yl)pyrido[2,3-d]Pyrimidin-7-one CC=1N=CC2=C(N1)N(C(C(=C2)C=2CCNCC2)=O)C